S(=O)(=O)(O)OC=1C=CC=C2C=CC=NC12 quinolin-8-ol sulfate